CN(C=1SC2=C(N1)SC=N2)C2CCNCC2 5-[methyl(4-piperidyl)amino]thiazolo[5,4-d]thiazol